5-chloro-2-(difluoromethoxy)aniline ClC=1C=CC(=C(N)C1)OC(F)F